N1(C=NC=C1)CC1=CC=C(C=C1)COC1CC2(C(N3C(O2)CC[C@H]3C3=NC=CN=C3)=O)C1 (5'S)-3-({4-[(1H-imidazol-1-yl)methyl]phenyl}methoxy)-5'-(pyrazin-2-yl)tetrahydro-3'H-spiro[cyclobutane-1,2'-pyrrolo[2,1-b][1,3]oxazol]-3'-one